2-(4-bromophenyl)-4-(dibenzo[b,d]thiophen-4-yl)-6-phenyl-1,3,5-triazine BrC1=CC=C(C=C1)C1=NC(=NC(=N1)C1=CC=CC2=C1SC1=C2C=CC=C1)C1=CC=CC=C1